N-((R)-1-(3-(difluoromethyl)-2-fluorophenyl)ethyl)-4-(((1R,5S,6s)-3-methyl-3-azabicyclo[3.1.0]hexan-6-yl)amino)-6-oxo-1-((R)-spiro[2.3]hexan-1-yl)-1,6-dihydropyridine-3-carboxamide FC(C=1C(=C(C=CC1)[C@@H](C)NC(=O)C1=CN(C(C=C1NC1[C@@H]2CN(C[C@H]12)C)=O)[C@@H]1CC12CCC2)F)F